FC=1C(=NC(=NC1)N[C@H]1[C@@H](COCC1)O)C=1C=C2C(=C(C=NC2=CC1)CN1[C@@H](COCC1)C)C(C)C (3S,4R)-4-((5-fluoro-4-(4-isopropyl-3-(((R)-3-methylmorpholino)methyl)quinolin-6-yl)pyrimidin-2-yl)amino)tetrahydro-2H-pyran-3-ol